tert-butyl 3-(4-(2-(2,6-dioxopiperidin-3-yl)-1,3-dioxoisoindolin-5-yl)piperazin-1-yl)propanoate Tert-butyl-3-(piperazin-1-yl)propanoate C(C)(C)(C)OC(CCN1CCNCC1)=O.O=C1NC(CCC1N1C(C2=CC=C(C=C2C1=O)N1CCN(CC1)CCC(=O)OC(C)(C)C)=O)=O